(S)-1-(5-chloro-3-fluoro-pyridin-2-yl)-4-(4-(difluoromethyl)benzyl)-3-(oxetan-3-yl)piperazine-2,5-dione ClC=1C=C(C(=NC1)N1C([C@@H](N(C(C1)=O)CC1=CC=C(C=C1)C(F)F)C1COC1)=O)F